C1(CCCC1)N1CCC2=C(CC1)C=CC(=C2)C=2C=C1C(=NC2)NN=C1C1=CC=C(C=C1)C1=NC=CC=C1C 3-cyclopentyl-7-{3-[4-(3-methylpyridin-2-yl)phenyl]-1H-pyrazolo[3,4-b]pyridin-5-yl}-2,3,4,5-tetrahydro-1H-3-benzazepine